ClC1=C(C=CC=C1Cl)N1CCN(CC1)CCCCOC1=CC2=C(OCC(N2)=O)C=C1 6-(4-(4-(2,3-Dichlorophenyl)piperazin-1-yl)butoxy)-2H-benzo[b][1,4]oxazin-3(4H)-one